3-butene-1-yl-3,5-di-tert-butyl-4-hydroxyphenyl propionate C(CC)(=O)OC=1CC(C(=C(C1)C(C)(C)C)O)(C(C)(C)C)C=CCC